C=C1C2CC(C(C1)C2)C(=O)OCC2=CC=CC=C2 benzyl 5-methylenebicyclo[2.2.1]heptane-2-carboxylate